FC=1C=C2C=3C(=NNC(C3C1)=O)C(C(N2)C2=CC=C(C=C2)F)N2C(NCC2=O)=O 5-fluoro-8-(4-fluorophenyl)-9-(2,4-imidazolinedion-3-yl)-8,9-dihydro-2H-pyrido[4,3,2-de]phthalazin-3(7H)-one